2-(7-chlorodibenzo[b,d]furan-4-yl)-4-(2,2-dimethylpropyl-1,1-d2)-5-(methyl-d3)pyridine ClC1=CC2=C(C3=C(O2)C(=CC=C3)C3=NC=C(C(=C3)C(C(C)(C)C)([2H])[2H])C([2H])([2H])[2H])C=C1